C(C)(C)N1N=C(C=2C1=NC=NC2N)C2=CC(=CC=C2)C(C)C 1-isopropyl-3-(3-isopropylphenyl)-1H-pyrazolo[3,4-d]pyrimidin-4-amine